NCCCCNC(C=CC1=CC=CC=C1)=O N-(4-aminobutyl)cinnamamide